OC1(CCC(CC1)O)C=1C2=C(N=C(N1)C)N=CC=C2 ((1r,4R)-1,4-dihydroxycyclohexyl)-2-methylpyrido[2,3-d]pyrimidin